tert-Butyl N-[2-[2-[4-cyano-2-[5-[2,2-difluoroethyl(ethyl)amino]-2-methylpyrazol-3-yl]oxyphenyl]pyrimidin-5-yl]ethyl]carbamate C(#N)C1=CC(=C(C=C1)C1=NC=C(C=N1)CCNC(OC(C)(C)C)=O)OC=1N(N=C(C1)N(CC)CC(F)F)C